COC1=CC=C(C=N1)C1=CC=C(C=C1)C(CC(=O)OCC)=O ethyl 3-(4-(6-methoxypyridin-3-yl) phenyl)-3-oxopropionate